sodium [3-[4-(dimethylamino)methyltriazol-1-yl]-7-oxo-1,6-diazabicyclo[3.2.1]oct-3-en-6-yl] sulfate S(=O)(=O)(ON1C2C=C(CN(C1=O)C2)N2N=NC(=C2)CN(C)C)[O-].[Na+]